4-[(4-cyclopropyl-3-pyridyl)sulfonimidoyl]benzoic Acid C1(CC1)C1=C(C=NC=C1)S(=O)(=N)C1=CC=C(C(=O)O)C=C1